3-cyclohexyl-1-butene C1(CCCCC1)C(C=C)C